2-[(1-acetylpiperidin-4-yl)methyl]-4-methyl-N-{[(2S)-oxolan-2-yl]methyl}-8-(trifluoromethyl)-4,5-dihydro-2H-furo[2,3-g]indazole-7-carboxamide C(C)(=O)N1CCC(CC1)CN1N=C2C3=C(CC(C2=C1)C)OC(=C3C(F)(F)F)C(=O)NC[C@H]3OCCC3